FC1=C(C=CC(=C1)[C@H]1CNCC1)C=1N=C2SC3=C(N2C1)C=CC(=C3)C(=O)NCCCN3CCC(CC3)F (S)-2-(2-fluoro-4-(pyrrolidin-3-yl)phenyl)-N-(3-(4-fluoropiperidin-1-yl)propyl)benzo[d]imidazo[2,1-b]thiazole-7-carboxamide